C(C)(C)(C)OC(=O)N1C[C@@H](CCC1)NC=1[N+](=NC(=C(N1)C)C1=C(C=C(C=C1)C=O)OCOCC)[O-] (R)-3-((1-(tert-butoxycarbonyl)piperidin-3-yl)amino)-6-(2-(ethoxymethoxy)-4-formylphenyl)-5-methyl-1,2,4-triazin-2-oxide